FC(C)C1(CN(CCC1)C(=O)OCC1=CC=CC=C1)NS(=O)(=O)C1=CC=C(C=C1)[N+](=O)[O-] benzyl 3-(1-fluoroethyl)-3-((4-nitrophenyl)sulfonamido)piperidine-1-carboxylate